CN1CCC(CC1)C(=O)NC=1SC(=CN1)C=1C(=C2C=CN=CC2=CC1)C 1-methyl-N-(5-(5-methylisoquinolin-6-yl)thiazol-2-yl)piperidine-4-carboxamide